N-((1R,4R)-4-(2-azaspiro[3.3]heptan-2-yl)cyclohexyl)-2-iodo-1-(2,2,2-trifluoroethyl)-1H-indol-4-amine C1N(CC12CCC2)C2CCC(CC2)NC=2C=1C=C(N(C1C=CC2)CC(F)(F)F)I